ClC=1C(=NC(=NC1)N[C@@H]1[C@H](C=2N(CC1)N=C(C2)OCC(F)F)O)C2=CN=C(S2)C2CCN(CC2)C (4R,5S)-5-((5-chloro-4-(2-(1-methylpiperidin-4-yl)thiazol-5-yl)pyrimidin-2-yl)amino)-2-(2,2-difluoroethoxy)-4,5,6,7-tetrahydropyrazolo[1,5-a]pyridin-4-ol